2-cyclopentyl-2-((9-isopropyl-6-(((S)-1-(methylsulfonyl)pyrrolidin-3-yl)amino)-9H-purin-2-yl)amino)ethan-1-ol C1(CCCC1)C(CO)NC1=NC(=C2N=CN(C2=N1)C(C)C)N[C@@H]1CN(CC1)S(=O)(=O)C